4-(2-((3-phenylpropyl)amino)phenyl)piperazine C1(=CC=CC=C1)CCCNC1=C(C=CC=C1)N1CCNCC1